Ethyl (2S)-2-amino-4-((2,4-dimethoxybenzyl)(methyl)carbamoyl)hept-6-enoate N[C@H](C(=O)OCC)CC(CC=C)C(N(C)CC1=C(C=C(C=C1)OC)OC)=O